C(C)(C)OC(C)(C)C=1N=C(SC1)NC(=O)C1=CC=NN1CCC1=CC=NC=C1 N-(4-(2-isopropoxyprop-2-yl)thiazol-2-yl)-1-(2-(pyridin-4-yl)ethyl)-1H-pyrazole-5-carboxamide